[Pb](I)(I)I.[Sn] Tin-Lead Triiodide